3-chloro-5-(methylsulfonyl)benzamide tert-Butyl-(S)-2-[4-(4-bromophenyl)-2,3,9-trimethyl-6H-thieno[3,2-f][1,2,4]triazolo[4,3-a][1,4]diazepin-6-yl]acetate C(C)(C)(C)OC(C[C@H]1C=2N(C3=C(C(=N1)C1=CC=C(C=C1)Br)C(=C(S3)C)C)C(=NN2)C)=O.ClC=2C=C(C(=O)N)C=C(C2)S(=O)(=O)C